ClC(OC1=CC=C(C=C1)NC(=O)C=1C=C2C=CN(C2=C(C1)C1=CC=NN1)C(C)C)(F)F N-(4-(chlorodifluoromethoxy)phenyl)-1-isopropyl-7-(1H-pyrazol-5-yl)-1H-indole-5-carboxamide